FC=1C=C(C=C(C1CN1C(C2=NC=CC=C2C1=O)([2H])[2H])F)C=1C2=C(C(N(C1)C)=O)N(N=C2)C 4-(3,5-difluoro-4-((5-oxo-5,7-dihydro-6H-pyrrolo[3,4-b]pyridin-6-yl-7,7-d2)methyl)phenyl)-1,6-dimethyl-1,6-dihydro-7H-pyrazolo[3,4-c]pyridin-7-one